tert-butyl (S)-2-(4-(2-(2,6-dioxopiperidin-3-yl)-1-oxoisoindolin-5-yl)piperazine-1-carbonyl)-7-azaspiro[3.5]nonane-7-carboxylate O=C1NC(CC[C@@H]1N1C(C2=CC=C(C=C2C1)N1CCN(CC1)C(=O)C1CC2(C1)CCN(CC2)C(=O)OC(C)(C)C)=O)=O